1-cyclopropylpyrazolo[3,4-d]pyrimidine-6-carboxylic acid C1(CC1)N1N=CC=2C1=NC(=NC2)C(=O)O